C1(CCCCC1)P(C1=C(C=CC=C1)C1=CC=C(C=C1)N(C)C)C1CCCCC1 2'-(dicyclohexylphosphino)-N,N-dimethyl-[1,1'-biphenyl]-4-amine